tert-Butyl (4-methyl-1-(3-(pyridin-4-ylthio)-1-(tetrahydro-2H-pyran-2-yl)-1H-pyrazolo[3,4-b]pyrazin-6-yl)piperidin-4-yl)carbamate CC1(CCN(CC1)C1=CN=C2C(=N1)N(N=C2SC2=CC=NC=C2)C2OCCCC2)NC(OC(C)(C)C)=O